ethyl 1-((bis(4-methoxyphenyl) (phenyl)methyl)thio)cyclopropanecarboxylate COC1=CC=C(C=C1)C(SC1(CC1)C(=O)OCC)(C1=CC=CC=C1)C1=CC=C(C=C1)OC